3-(3,6-Dimethyl-4-(4-(methylamino)piperidin-1-yl)-2-oxo-2,3-dihydro-1H-benzo[d]imidazol-1-yl)piperidine-2,6-dione CN1C(N(C2=C1C(=CC(=C2)C)N2CCC(CC2)NC)C2C(NC(CC2)=O)=O)=O